C1=CC=CC=2C3=CC=CC=C3C(C12)COC(=O)N(C(C(=O)OC(C)(C)C)CC1=CC(=C(C=C1)OC)F)C tert-Butyl 2-((((9H-fluoren-9-yl)methoxy) carbonyl)(methyl)amino)-3-(3-fluoro-4-methoxyphenyl)propanoate